ClC1=CC(=C(COC2=CC=CC(=N2)C2(CCN(CC2)C(=O)OC(C)(C)C)F)C=C1)F tert-butyl 4-(6-(4-chloro-2-fluorobenzyloxy) pyridin-2-yl)-4-fluoropiperidine-1-carboxylate